[Pb].ON(C(C(=O)O)CC)O N,N-dihydroxyethyl-glycine lead